CN(C1=CC=C(C=C1)[I+]C1=CC=C(C=C1)N(C)C)C bis(4-dimethylaminophenyl)iodonium